cis-N-tert-Butyl-5-(4-(1,1-dioxidothiomorpholino)phenyl)-hexahydropyrrolo[3,4-c]pyrrole-2(1H)-carboxamide C(C)(C)(C)NC(=O)N1C[C@@H]2CN(C[C@@H]2C1)C1=CC=C(C=C1)N1CCS(CC1)(=O)=O